[4-[5-methoxy-3-(trifluoromethyl)pyrazol-1-yl]phenyl]methanamine COC1=CC(=NN1C1=CC=C(C=C1)CN)C(F)(F)F